C(C)(=O)C12CC(C1)(C2)N2N=C1N(C2=O)[C@@H](CC1)C1=CC(=CC(=C1)F)F (S)-2-(3-acetylbicyclo[1.1.1]pentan-1-yl)-5-(3,5-difluorophenyl)-2,5,6,7-tetrahydro-3H-pyrrolo[2,1-c][1,2,4]triazol-3-one